2,5-dimethyl-1-cyclopentyl acrylate C(C=C)(=O)OC1C(CCC1C)C